N-(4-methoxybenzyl)-2-(4-methylpiperazin-1-yl)-8-(2,2,2-trifluoroethyl)-N-[(1-{[2-(trimethylsilyl)ethoxy]methyl}-1H-benzimidazol-2-yl)methyl]pyrazolo[1,5-a][1,3,5]triazin-4-amine COC1=CC=C(CN(C2=NC(=NC=3N2N=CC3CC(F)(F)F)N3CCN(CC3)C)CC3=NC2=C(N3COCC[Si](C)(C)C)C=CC=C2)C=C1